4,5-dihydroimidazo[1,2-a]quinazoline-2-carboxamide C1=C(N=C2N1C1=CC=CC=C1CN2)C(=O)N